bis(isocyanatomethyl)-bicyclo[2.2.1]heptane N(=C=O)CC1C2(CCC(C1)C2)CN=C=O